C(C1=CC=CC=C1)OP(=O)(OCC1=CC=CC=C1)OCC=1C(=NC=CC1)N(C(OCCl)=O)C chloromethyl (3-(((bis(benzyloxy)phosphoryl) oxy)methyl)pyridin-2-yl)(methyl)carbamate